C(C)(C)(C)OC(=O)N1C[C@@H]2[C@H](C1)CC(=C2)OS(=O)(=O)C(F)(F)F rac-(cis)-5-(((trifluoromethyl)sulfonyl)oxy)-3,3a,4,6a-tetrahydrocyclopenta[c]pyrrole-2(1H)-carboxylic acid tert-butyl ester